4-chloro-1-(1-(4-(6-((R)-3-methylpyrrolidin-1-yl)pyrazin-2-yl)-1H-1,2,3-triazol-1-yl)ethyl)pyridin-2(1H)-one ClC1=CC(N(C=C1)C(C)N1N=NC(=C1)C1=NC(=CN=C1)N1C[C@@H](CC1)C)=O